P(=O)([O-])([O-])O.[NH4+].[NH4+] Di-Ammonium Phosphate